benzyl (3S)-4-[[(3S)-1-[[1-[2-(2,6-dioxo-3-piperidyl)-1,3-dioxo-isoindolin-5-yl]-4-piperidyl]methyl]pyrrolidin-3-yl]methyl]-3-methyl-piperazine-1-carboxylate O=C1NC(CCC1N1C(C2=CC=C(C=C2C1=O)N1CCC(CC1)CN1C[C@H](CC1)CN1[C@H](CN(CC1)C(=O)OCC1=CC=CC=C1)C)=O)=O